(1S,2S,4R,6R)-2-(hydroxymethyl)-6-isopropyl-2-(methoxymethyl)quinuclidin-3-one OC[C@]1(N2[C@H](C[C@H](C1=O)CC2)C(C)C)COC